FC=1C(=NC=CC1)SC=1C=2N(C=C(C1)C=1C=NN(C1)C1CCN(CC1)C(=O)C1CN(C1)C(C=C)=O)N=CC2C#N 4-[(3-fluoro-2-pyridyl)sulfanyl]-6-[1-[1-(1-prop-2-enoylazetidine-3-carbonyl)-4-piperidyl]pyrazol-4-yl]pyrazolo[1,5-a]pyridine-3-carbonitrile